(1S)-1-[1-(naphthalen-1-yl)cyclopropyl]ethyl N-[(3-hydroxy-4-methoxypyridin-2-yl)carbonyl]-L-alaninate OC=1C(=NC=CC1OC)C(=O)N[C@@H](C)C(=O)O[C@@H](C)C1(CC1)C1=CC=CC2=CC=CC=C12